6H-pyrrolo[2,3-d]pyrimidin-6-one N1=CN=CC=2C1=NC(C2)=O